C(C)(C)(C)NC1=CC(=C2C(=N1)C=C(S2)C2=CC=NN2C2OCCCC2)NCC2CCOCC2 N5-(tert-butyl)-2-(1-(tetrahydro-2H-pyran-2-yl)-1H-pyrazol-5-yl)-N7-((tetrahydro-2H-pyran-4-yl)methyl)thieno[3,2-b]pyridine-5,7-diamine